C=1N=CN2C1C1=CC=CC=C1[C@@H]2[C@H]2[C@@H](CC21CCC1)O (1S,2R)-1-((S)-5H-imidazo[5,1-a]isoindol-5-yl)spiro[3.3]heptan-2-ol